CSC=1N([C@H]2[C@H](OC)[C@H](O)[C@@H](CO)O2)C=2N=CN=C(C2N1)N 8-methylthio-2'-O-methyladenosine